dibenzylidenesorbitol, calcium salt [Ca].C(C1=CC=CC=C1)=C([C@H]([C@H]([C@@H]([C@H](C(O)=CC1=CC=CC=C1)O)O)O)O)O